NCCOCCNC1CCC(CC1)NC1=NC=C(C(=C1)C1=NC(=CC=C1)NCC1(CCOCC1)C#N)Cl 4-(((2'-(((1r,4r)-4-((2-(2-aminoethoxy)ethyl)amino)cyclohexyl)amino)-5'-chloro-[2,4'-bipyridin]-6-yl)amino)methyl)tetrahydro-2H-pyran-4-carbonitrile